BrCCCOC1=CC(=C(C=C1)N1N=C(C=C1C1=C(C=CC=C1OC)OC)C(=O)NC1(C2CC3CC(CC1C3)C2)C(=O)OC(C)(C)C)C(C)C tert-butyl 2-(1-(4-(3-bromopropoxy)-2-isopropylphenyl)-5-(2,6-dimethoxyphenyl)-1H-pyrazole-3-carboxamido)adamantane-2-carboxylate